6-(4-methylpiperazin-1-yl)pteridin-7-one CN1CCN(CC1)C1N=C2C=NC=NC2=NC1=O